[4-[[(2-methoxy-5-methyl-benzoyl)amino]methyl]phenyl]boronic acid COC1=C(C(=O)NCC2=CC=C(C=C2)B(O)O)C=C(C=C1)C